N-((2R,3R,4R,5S,6R)-4,5-Dihydroxy-6-(hydroxymethyl)-2-propyltetrahydro-2H-pyran-3-yl)pivalamide O[C@@H]1[C@H]([C@H](O[C@@H]([C@H]1O)CO)CCC)NC(C(C)(C)C)=O